4-[4,5-bis[4-(dimethylamino)phenyl]-1H-imidazol-2-yl]-2,6-dimethoxyphenol CN(C1=CC=C(C=C1)C=1N=C(NC1C1=CC=C(C=C1)N(C)C)C1=CC(=C(C(=C1)OC)O)OC)C